Palmitoyl-oleoyl-glycerol CCCCCCCCCCCCCCCC(=O)C(C(CO)O)(C(=O)CCCCCCC/C=C\CCCCCCCC)O